C12OCC(C1)(C2)C=2N=C1N(C=C(C(=N1)OC1CCC1)C(=O)NC=1C(N(C=CC1)[C@@H]1[C@@H](C1)F)=O)C2 2-(2-oxabicyclo[2.1.1]hexan-4-yl)-7-cyclobutoxy-N-(1-((1S,2R)-2-fluorocyclopropyl)-2-oxo-1,2-dihydropyridin-3-yl)imidazo[1,2-a]pyrimidine-6-carboxamide